2-(difluoro(trifluoromethoxy)methoxy)-N-(3-(dimethylamino)propyl)-2,2-difluoroacetamide FC(OC(C(=O)NCCCN(C)C)(F)F)(OC(F)(F)F)F